methyl 2-(2-{2-[5'-fluoro-1'-methyl-7-(trifluoromethoxy)-[4,6'-biindazol]-1-yl]acetamido}acetamido)acetate FC=1C=C2C=NN(C2=CC1C=1C=2C=NN(C2C(=CC1)OC(F)(F)F)CC(=O)NCC(=O)NCC(=O)OC)C